C(CCCCC)NCCCCC(=O)OCC(CCCCC)CCCCC 2-pentylheptyl 5-(hexylamino)pentanoate